1-(aminomethyl)-N-(2-chloro-4-fluorophenyl)cycloheptan-1-amine NCC1(CCCCCC1)NC1=C(C=C(C=C1)F)Cl